BrC1=CC2=C(N(CCCC2)C(=O)OC(C)(C)C)N=C1 tert-Butyl 3-Bromo-5,6,7,8-tetrahydro-9H-pyrido[2,3-b]azepine-9-carboxylate